(S)-3-(5-(4-((1-(4-((1S,2R,4R)-6-hydroxy-4-methyl-2-phenyl-1,2,3,4-tetrahydronaphthalen-1-yl)phenyl)piperidin-4-yl)methyl)piperazin-1-yl)-1-oxoisoindolin-2-yl)piperidine-2,6-dione OC=1C=C2[C@@H](C[C@H]([C@H](C2=CC1)C1=CC=C(C=C1)N1CCC(CC1)CN1CCN(CC1)C=1C=C2CN(C(C2=CC1)=O)[C@@H]1C(NC(CC1)=O)=O)C1=CC=CC=C1)C